CC=1C=CC(=NC1)C(=O)C=CC1=CC=C(C(=O)O)C=C1 4-(5-methylpyridin-2-yl)formylvinylbenzoic acid